6-bromoindolin-4-yl sulfurofluoridate S(OC1=C2CCNC2=CC(=C1)Br)(=O)(=O)F